COC=1C=C(C=CC1OC)C=1NC2=CC=C(C=C2C1CC)N1CCN(CC1)C1CCN(CC1)C(C)C 2-(3,4-dimethoxyphenyl)-3-ethyl-5-(4-(1-isopropylpiperidin-4-yl)piperazin-1-yl)-1H-indole